ethyl 5-amino-1-[(5S*)-2-(cyclopropanecarbonylamino)-3-(cyclopropylmethylsulfamoyl)-4,5,6,7-tetrahydrobenzothiophen-5-yl]imidazole-4-carboxylate NC1=C(N=CN1[C@H]1CCC2=C(C(=C(S2)NC(=O)C2CC2)S(NCC2CC2)(=O)=O)C1)C(=O)OCC |o1:6|